NC[C@H]1N(CCOC1)C(=O)OC(C)(C)C tert-butyl (3R)-3-(aminomethyl)morpholine-4-carboxylate